BrC1=CC=C(C=C1)C(C)(C)C=1N=C(SC1)NC(=O)NCC1=CC(=NC=C1)N1CCNCC1 1-(4-(2-(4-bromophenyl)-propan-2-yl)thiazol-2-yl)-3-((2-(piperazin-1-yl)pyridin-4-yl)methyl)urea